C(C)OC1=C(C=C(C(=C1)C)F)S(=O)(=O)NC1=NOC2=C1C=C(C(=C2)NC2=NNC=C2F)OC 2-Ethoxy-5-fluoro-N-{6-[(4-fluoro-1H-pyrazol-3-yl)amino]-5-methoxy-1,2-benzoxazol-3-yl}-4-methylbenzene-1-sulfonamide